3-(Pentadecyloxy)-2,2-bis((pentadecyloxy)methyl)propyl 4-bromobutanoate BrCCCC(=O)OCC(COCCCCCCCCCCCCCCC)(COCCCCCCCCCCCCCCC)COCCCCCCCCCCCCCCC